iminodicyclohexylamine N=C1C(CCCC1)NC1CCCCC1